C(C)N1C(C2=C(C3(C1)CCCCC3)SC(=C2)C2=NC(=NC=C2F)NC2=NC=C(C=C2)N2CC3(C2)CN(C3)CC)=O 5'-ethyl-2'-(2-((5-(6-ethyl-2,6-diazaspiro[3.3]hept-2-yl)pyridin-2-yl)amino)-5-fluoropyrimidin-4-yl)-5',6'-dihydro-4'H-spiro[cyclohexane-1,7'-thieno[3,2-c]pyridin]-4'-one